C(C(=C)C)(=O)OC1CCNCC1 4-(methacryloyloxy)piperidine